N-[4-(3-cyanophenyl)-5-(2,6-dimethyl-4-pyridyl)thiazol-2-yl]-6-oxo-2,7-diazaspiro[3.4]octane C(#N)C=1C=C(C=CC1)C=1N=C(SC1C1=CC(=NC(=C1)C)C)N1C(CC2(CNC2)C1)=O